C(C)OC=1C=CC=CC1F 3-ethoxy-4-fluorobenzene